3-(2,4-difluorophenoxy)-1-hydroxycyclobutane-1-carboxylate FC1=C(OC2CC(C2)(C(=O)[O-])O)C=CC(=C1)F